BrCC=1C=C2C(CCC(C2=CC1F)(C)C)C1=C(C=CC=C1)C(F)(F)F 6-(bromomethyl)-7-fluoro-1,1-dimethyl-4-(2-(trifluoromethyl)phenyl)-1,2,3,4-tetrahydronaphthalene